FC1(OC(OC1)=O)C 4-fluoro-4-methyl-1,3-dioxolane-2-one